C(C)C(CC)C1=NC=2N(C(=C1)N[C@@H]1C[C@H](CC1)NCCOCCOCCOCCOCCNC(OC(C)(C)C)=O)N=CC2 tert-butyl N-[2-[2-[2-[2-[2-[[(1S,3S)-3-[[5-(1-ethylpropyl)pyrazolo[1,5-a]pyrimidin-7-yl]amino]cyclopentyl]amino]ethoxy]ethoxy]ethoxy]ethoxy]ethyl]carbamate